FC1=C(C(=O)N2C[C@H](CC2)NC(OCC2=CC=CC=C2)=O)C=C(C=C1)\C=C\1/OC(C2=CC=CC=C12)=O (S,Z)-benzyl (1-(2-fluoro-5-((3-oxoisobenzofuran-1(3H)-ylidene)methyl)benzoyl)pyrrolidin-3-yl)carbamate